IC1=C(C=CC=C1)C1=CC=CC=C1 2'-iodobiphenyl